3-{3-amino-4-[(3S)-3-aminopiperidin-1-yl]quinoline-6-yl}-N-methyl-1H-pyrrolo[2,3-b]pyridine-5-carboxamide hydrochloride Cl.NC=1C=NC2=CC=C(C=C2C1N1C[C@H](CCC1)N)C1=CNC2=NC=C(C=C21)C(=O)NC